FC=1C=C2NC=CC2=C2CC(CNC(CCCCCC(C3=CN=C(C=4C(=CC=C(OC12)C4)F)N3)(C)C=3C=C(C=CC3)CCC(=O)O)=O)=O 3-[3-(24,30-Difluoro-6-methyl-12,15-dioxo-26-oxa-3,13,21,32-tetrazapentacyclo[25.3.1.12,5.017,25.018,22]dotriaconta-1(31),2,4,17,19,22,24,27,29-nonaen-6-yl)phenyl]propanoic acid